CN1C(CCC=2C=C(C=NC12)OCCN1CCC2(CC1)C(NC1=CC=C(C=C12)C#N)=O)=O 1'-{2-[(8-methyl-7-oxo-5,6,7,8-tetrahydro-1,8-naphthyridin-3-yl)oxy]ethyl}-2-oxo-1,2-dihydrospiro[indole-3,4'-piperidine]-5-carbonitrile